3-[(1R)-1-amino-2-cyclobutylethyl]pyridin-2-amine N[C@H](CC1CCC1)C=1C(=NC=CC1)N